4-bromo-3-chloro-5,7-dimethyl-1H-indole-1-carboxylic acid tert-butyl ester C(C)(C)(C)OC(=O)N1C=C(C2=C(C(=CC(=C12)C)C)Br)Cl